2-[[4-methoxy-6-[[(3s)-3-methylpiperidin-1-yl]methyl]pyrrolo[3,2]pyrimidin-5-yl]methoxy]ethyl-trimethylsilane COC=1N=CNC=2C1C(=C(N2)CN2C[C@H](CCC2)C)COCC[Si](C)(C)C